C1(=CC=C(C=C1)S(=O)(=O)O[C@H]1C[C@@H](N(C1)C(=O)OC(C)(C)C)C(=O)OC)C O1-tert-butyl O2-methyl (2R,4S)-4-(p-tolylsulfonyloxy)pyrrolidine-1,2-dicarboxylate